6-(2-amino-6-fluoro-5-(4-((1S,4R)-3-methyl-3-azabicyclo[3.1.0]hexan-1-yl)phenyl)pyridin-3-yl)-3,4-dihydroisoquinolin-1(2H)-one NC1=NC(=C(C=C1C=1C=C2CCNC(C2=CC1)=O)C1=CC=C(C=C1)[C@]12CN(CC2C1)C)F